5-((6-(bis(4-chlorophenyl)methyl)-4-((1-((trifluoromethyl)sulfonyl)piperidin-4-yl)amino)quinolin-8-yl)oxy)pentanoic acid ClC1=CC=C(C=C1)C(C=1C=C2C(=CC=NC2=C(C1)OCCCCC(=O)O)NC1CCN(CC1)S(=O)(=O)C(F)(F)F)C1=CC=C(C=C1)Cl